C1(=CC=CC=C1)C#CC=1C=CC(=NC1)C1=NOC(=N1)C1NCCC1 3-(5-(phenylethynyl)pyridin-2-yl)-5-(pyrrolidin-2-yl)-1,2,4-oxadiazole